C(C=C)(=O)N1[C@H](CN(C[C@H]1C)C1=NC(N2C3=C(C(=C(C=C13)C(F)(F)F)C1=C(C=C(C=C1)F)F)SC[C@H](C2)OCCOC)=O)C (3S)-8-((3S,5R)-4-acryloyl-3,5-dimethylpiperazin-1-yl)-11-(2,4-difluorophenyl)-3-(2-methoxyethoxy)-10-(trifluoromethyl)-3,4-dihydro-2H,6H-[1,4]thiazepino[2,3,4-ij]quinazolin-6-one